1-tert-Butyl 2-methyl (2S,4S)-4-[(5-chloro-3-{3-oxabicyclo[4.1.0]heptan-6-yl}pyridin-2-yl)oxy]-pyrrolidine-1,2-dicarboxylate ClC=1C=C(C(=NC1)O[C@H]1C[C@H](N(C1)C(=O)OC(C)(C)C)C(=O)OC)C12CCOCC2C1